2-(2,6-Dioxopiperidin-3-yl)-4-(((1-((tetrahydrofuran-3-yl)methyl)-1H-1,2,3-triazol-4-yl)methyl)amino)isoindoline-1,3-dione 2-(4-methyl-5-thiazolyl)ethyl-acetate CC=1N=CSC1CCOC(C)=O.O=C1NC(CCC1N1C(C2=CC=CC(=C2C1=O)NCC=1N=NN(C1)CC1COCC1)=O)=O